C(C)(C)(C)NC(N)=O 3-t-butyl-urea